C(C)O[Si](OCC)(OCC)C(C(=O)O)C triethoxysilyl-propionic acid